2-((trans-4-((4-(2-cyclopropyloxazol-4-yl)pyridine-2-yl)((trans-4-(4-methoxy-3-methylphenyl)cyclohexyl)methyl)carbamoyl)-cyclohexyl)amino)-2-oxoethyl acetate C(C)(=O)OCC(=O)N[C@@H]1CC[C@H](CC1)C(N(C[C@@H]1CC[C@H](CC1)C1=CC(=C(C=C1)OC)C)C1=NC=CC(=C1)C=1N=C(OC1)C1CC1)=O